(6-Methoxy-3-(1-(1-(tetrahydro-2H-pyran-4-carbonyl)piperidin-4-yl-4-d)-1H-pyrazol-4-yl)-1H-pyrazolo[4,3-b]pyridin-5-yl)-2,3-dihydro-1H-indene-1-carbonitrile COC=1C=C2C(=NC1C1(CCC3=CC=CC=C13)C#N)C(=NN2)C=2C=NN(C2)C2(CCN(CC2)C(=O)C2CCOCC2)[2H]